CN(CCCNC(CC1C(N(C2=C(S1)N=CC=C2)C)=O)=O)C N-(3-(dimethylamino)propyl)-2-(1-methyl-2-oxo-2,3-dihydro-1H-pyrido[2,3-b][1,4]thiazin-3-yl)acetamide